p-Nitroiodobenzene C1=CC(=CC=C1[N+](=O)[O-])I